(3R,4S)-3-cyclopropyl-4-methyl-1-[6-[1-(1-methylazetidin-3-yl)pyrazol-4-yl]pyrrolo[1,2-b]pyridazin-4-yl]-2-oxopyrrolidine-3-carbonitrile C1(CC1)[C@]1(C(N(C[C@H]1C)C=1C=2N(N=CC1)C=C(C2)C=2C=NN(C2)C2CN(C2)C)=O)C#N